benzyl (2-aminoethyl)(3-fluoropropyl)carbamate NCCN(C(OCC1=CC=CC=C1)=O)CCCF